3-(methoxymethyl)-1-(4-((2-oxopyridin-1(2H)-yl)methyl)benzyl)-1H-pyrazole-4-formic acid COCC1=NN(C=C1C(=O)O)CC1=CC=C(C=C1)CN1C(C=CC=C1)=O